(5-fluoro-6-(4-(1-methylpiperidin-4-yl)phenyl)-4-oxoquinazolin-3(4H)-yl)-2-Phenylacetic acid FC1=C2C(N(C=NC2=CC=C1C1=CC=C(C=C1)C1CCN(CC1)C)C(C(=O)O)C1=CC=CC=C1)=O